C1=CC=CC=2C3=CC=CC=C3C(C12)COC(=O)N[C@H](C(=O)O)CC1=CNC2=C(C=C(C=C12)I)Cl (S)-2-((((9H-fluoren-9-yl)methoxy)carbonyl)amino)-3-(7-chloro-5-iodo-1H-indol-3-yl)propanoic acid